6-(trifluoromethyl)quinolin-4-ol FC(C=1C=C2C(=CC=NC2=CC1)O)(F)F